2-(3-cyclopropyl[1,4'-bipiperidin]-1'-yl)-N-[(3,5-difluoropyridin-2-yl)methyl]-1,3-thiazole-5-carboxamide C1(CC1)C1CN(CCC1)C1CCN(CC1)C=1SC(=CN1)C(=O)NCC1=NC=C(C=C1F)F